sodium [4-(1,2,4-thiadiazol-5-yl)-3,6-dihydro-2H-pyridin-1-yl]methanesulfonate S1N=CN=C1C=1CCN(CC1)CS(=O)(=O)[O-].[Na+]